NC=1C2=C(N(C(N1)=O)C1=C(C=CC=C1)C)N=C(C=C2C#N)C2CC2 4-amino-7-cyclopropyl-2-oxo-1-(o-tolyl)-1,2-dihydropyrido[2,3-d]pyrimidine-5-carbonitrile